O=C1NC(CCC1N1C(C2=CC=C(C=C2C1=O)CCCC(C=O)=O)=O)=O 5-[2-(2,6-dioxo-3-piperidinyl)-1,3-dioxo-isoindolin-5-yl]oxovaleraldehyde